4-benzyloxy-6-chloro-3-iodo-2-methyl-pyridine C(C1=CC=CC=C1)OC1=C(C(=NC(=C1)Cl)C)I